ClC=1C=C(C=CC1N1C(N(C=C1)C)=O)C1=C(C(=CC(=C1)F)C=1C=NC(=C(C1)N1CCN(CC1)C(C)C)OC)O 1-(3-chloro-5'-fluoro-2'-hydroxy-3'-(5-(4-isopropylpiperazin-1-yl)-6-methoxypyridin-3-yl)-[1,1'-biphenyl]-4-yl)-3-methyl-1H-imidazol-2(3H)-one